C1(=CC=CC=C1)C(=CN1N=NC=C1)C1=CC=CC=C1 1-(2,2-diphenylvinyl)-1H-1,2,3-triazole